Cl.OC=1C=C(C=CC1C=1SC=2N=C(SC2N1)N(C1CC(NC(C1)(C)C)(C)C)C)C1=CC(N(C=C1)C)=O 4-(3-Hydroxy-4-{5-[methyl(2,2,6,6-tetramethylpiperidin-4-yl)amino][1,3]thiazolo[5,4-d][1,3]thiazol-2-yl}phenyl)-1-methylpyridin-2(1H)-on Hydrochlorid